C(CC1=CC=CC=C1)N1CCN(CC1)C1CC2=C(N(N=C2CC1)C1=NC=CC=C1)O 5-(4-phenethylpiperazin-1-yl)-2-(pyridin-2-yl)-4,5,6,7-tetrahydro-2H-indazol-3-ol